C(#N)C1=C(C(=C(C(=C1F)F)/C(=C(\C)/O[Al](O\C(\C)=C(/C(C)=O)\C1=C(C(=C(C(=C1F)F)C#N)F)F)O\C(\C)=C(/C(C)=O)\C1=C(C(=C(C(=C1F)F)C#N)F)F)/C(C)=O)F)F tris(((Z)-3-(4-cyano-2,3,5,6-tetrafluorophenyl)-4-oxopent-2-en-2-yl)oxy)aluminium